[Cl-].COC(=O)C1=NN(C(=C1)C[P+](C1=CC=CC=C1)(C1=CC=CC=C1)C1=CC=CC=C1)C ((3-(methoxycarbonyl)-1-methyl-1H-pyrazol-5-yl)methyl)triphenylphosphonium chloride